N[C@@H]1[C@H](CC[C@@](C1)(C1=CC(=CC=C1)C(F)(F)F)O)NC1=CC(=C(C=C1Cl)S(=O)(=O)N(C1=NC=NC=C1)CC1=C(C=C(C=C1)OC)OC)F |r| Rac-4-(((1S,2S,4R)-2-amino-4-hydroxy-4-(3-(trifluoromethyl)phenyl)cyclohexyl)amino)-5-chloro-N-(2,4-dimethoxybenzyl)-2-fluoro-N-(pyrimidin-4-yl)benzenesulfonamide